(5aR,6S,7S,8R,8aS)-5a-(4-cyclopropylphenyl)-7-((dimethylamino)methyl)-1,3-dimethoxy-6-phenyl-5a,6,7,8-tetrahydro-8aH-cyclopenta[4,5]furo[3,2-c]pyridine-8,8a-diol C1(CC1)C1=CC=C(C=C1)[C@]12[C@](C=3C(=NC(=CC3O1)OC)OC)([C@@H]([C@@H]([C@H]2C2=CC=CC=C2)CN(C)C)O)O